2-((2S,3S,4S)-2-(aminomethyl)-5-chloro-3-hydroxy-2-phenyl-2,3-dihydrobenzofuran-4-yl)-3-fluoro-4-(2-methoxyethoxy)benzamide NC[C@@]1(OC2=C([C@@H]1O)C(=C(C=C2)Cl)C2=C(C(=O)N)C=CC(=C2F)OCCOC)C2=CC=CC=C2